N[N+]1=CC(=C(C=C1)C1=C(C=CC=C1)OC)C(=O)OC 1-amino-3-(methoxycarbonyl)-4-(2-methoxyphenyl)pyridin-1-ium